Cl.C1OCC2=C1C=CC(=C2)CSC(N)=N {[(1,3-dihydro-2-benzofuran-5-yl)methyl]sulfanyl}methanimidamide hydrochloride